BrC1=C(C(=O)OC)C=CC=C1 methyl 2-bromo-benzoate